FC(C(=O)N1CCN(CC1)C1=NC=NC2=CC=CC=C12)=CC(C)=O 4-(4-(2-fluoro-4-oxopent-2-enoyl)piperazin-1-yl)quinazoline